C(C1=CC=CC=C1)N1CC(CCC1)=CC#N 2-(1-Benzylpiperidin-3-ylidene)acetonitrile